C1(=CC=CC=C1)NCC1=CC=C(C=C1)N1C=NC2=C1C=CC=C2C(=O)N (4-((phenylamino)methyl)phenyl)-1H-benzimidazole-4-carboxamide